OC1=CC=C(C=C1)C(=C(CC)C1=CC=C(C=C1)O)C1=CC=C(OCCN2CCC(CC2)CN2C3CN(C(C2)CC3)C=3C=C2C(N(C(C2=CC3F)=O)C3C(NC(CC3)=O)=O)=O)C=C1 5-(5-((1-(2-(4-(1,2-bis(4-hydroxyphenyl)but-1-en-1-yl)phenoxy)ethyl)piperidin-4-yl)methyl)-2,5-diazabicyclo[2.2.2]octan-2-yl)-2-(2,6-dioxopiperidin-3-yl)-6-fluoroisoindoline-1,3-dione